7-amino-6-(5,7-difluoro-6-(4-methylpiperazin-1-yl)-1H-benzo[d]imidazol-2-yl)selenopheno[3,2-b]pyridin-5(4H)-one NC=1C2=C(NC(C1C1=NC3=C(N1)C(=C(C(=C3)F)N3CCN(CC3)C)F)=O)C=C[Se]2